NC=1C2=C(N=CN1)N(C=C2C2=CC=C(C=C2)NC(=O)C=2C(N(N1C2CCCC1)C1=NC=CC=C1)=O)C1CC(C1)O N-(4-(4-amino-7-(3-hydroxycyclobutyl)-7H-pyrrolo[2,3-d]pyrimidin-5-yl)phenyl)-2-oxo-1-(pyridin-2-yl)-1,2,4,5,6,7-hexahydropyrazolo[1,5-a]pyridine-3-carboxamide